N-{8-(4,4-difluoropiperidinyl)-6-[(tert-butoxy)carbonylamino]-3-methyl-(2-quinolinyl)}(tert-butoxy)carboxamide FC1(CCN(CC1)C=1C=C(C=C2C=C(C(=NC12)NC(=O)OC(C)(C)C)C)NC(=O)OC(C)(C)C)F